2-isopropyl-6-(pyridin-2-yl)-1H-benzo[d]imidazole C(C)(C)C1=NC2=C(N1)C=C(C=C2)C2=NC=CC=C2